N-[1-[6-(3-cyano-5-methyl-pyrazol-1-yl)-5-(difluoromethyl)-2-pyridyl]-6-methoxy-benzimidazol-5-yl]-1-(oxetan-3-yl)piperidine-4-carboxamide C(#N)C1=NN(C(=C1)C)C1=C(C=CC(=N1)N1C=NC2=C1C=C(C(=C2)NC(=O)C2CCN(CC2)C2COC2)OC)C(F)F